ClC=1C=C2C(=CN=NC2=CC1C#CC1=NN(C(=C1C(=O)N)NC)[C@@H]1CN([C@H](C1)COC)C(C=C)=O)C1CC1 3-[2-(6-chloro-4-cyclopropylcinnolin-7-yl)ethynyl]-1-[(3S,5R)-5-(methoxymethyl)-1-(prop-2-enoyl)pyrrolidin-3-yl]-5-(methylamino)pyrazole-4-carboxamide